ClC1=C2N=CN(C2=NC(=N1)F)C(CCO)CCCCCCC 3-(6-Chloro-2-fluoro-9H-purin-9-yl)decan-1-ol